C(C)(=O)N1CCC(CC1)(OCC)C=1C(N(C2=C(C(=NC(=C2C1)Cl)C)C#CCN(C)C)C)=O 3-(1-Acetyl-4-ethoxypiperidin-4-yl)-5-chloro-8-(3-(dimethylamino)prop-1-yn-1-yl)-1,7-dimethyl-1,6-naphthyridin-2(1H)-one